1-(2-((5-(pyridin-2-yl)pyrazin-2-yl)oxy)ethyl)-1H-benzo[d]imidazole N1=C(C=CC=C1)C=1N=CC(=NC1)OCCN1C=NC2=C1C=CC=C2